C(C1=CC=CC=C1)OC=1C=C2CCC(=C(C2=CC1)C1=C(C=C(C=C1)N1CCC2(CC(CO2)C(OC)OC)CC1)OC)C1=CC=CC=C1 8-(4-(6-(benzyloxy)-2-phenyl-3,4-dihydronaphthalen-1-yl)-3-methoxyphenyl)-3-(dimethoxymethyl)-1-oxa-8-azaspiro[4.5]decane